rac-rel-trans-3-((1R,5R)-3-azabicyclo[3.1.0]hexan-1-yl)-5-(piperidin-1-ylmethyl)-5,6-dihydro-1,4,2-dioxazine [C@@]12(CNC[C@@H]2C1)C1=NOC[C@H](O1)CN1CCCCC1 |o1:0,4,10|